4-methylhex-3-enenitrile CC(=CCC#N)CC